Cl.Cl.Cl.Cl.N1CC(C1)NC=1C(=NC(=CC1C)Cl)C1=C2C(=NC=C1)C=C(S2)CN2C(C1C(C1C2=O)(C)C)=O 3-((7-(3-(azetidin-3-ylamino)-6-chloro-4-methylpyridin-2-yl)thieno[3,2-b]pyridin-2-yl)methyl)-6,6-dimethyl-3-azabicyclo[3.1.0]hexane-2,4-dione tetrahydrochloride